C(C=C)(=O)OC(CS(=O)(=O)[O-])(C)C 2-acryloxy-2-methylpropanesulfonate